S1C=NC2=C1C=CC(=C2)OC=2C=CC(=C(C2)C=2NC(=CN2)C2(CCOCC2)C=2C=C(C=CC2)CCC(=O)O)F 3-(3-(4-(2-(5-(Benzo[d]thiazol-5-yloxy)-2-fluorophenyl)-1H-imidazol-5-yl)tetrahydro-2H-pyran-4-yl)phenyl)propanoic acid